S1C=CC2=C1C1(OCC2=O)CCNCC1 spiro[piperidine-4,7'-thieno[2,3-c]pyran]-4'-one